2-(9-(4-fluorophenyl)-6-oxaspiro[4.5]dec-8-en-8-yl)ethylamine FC1=CC=C(C=C1)C1=C(COC2(CCCC2)C1)CCN